4-[2-(3-amino-1-piperidinyl)-4-phenyl-cyclopentyloxy]-3-chloro-benzonitrile NC1CN(CCC1)C1C(CC(C1)C1=CC=CC=C1)OC1=C(C=C(C#N)C=C1)Cl